[O-]S(=O)(=O)C(F)(F)F.C[SH+]C1=CC=CC=C1 methyl-phenyl-sulfonium triflate